ClC=1C=C(C=CC1F)[C@]1(CC[C@H]2N(CCN(C2)C(=O)C2=C(C(=CC=C2)C2=NSC=N2)Cl)C1)O [(7S,9aR)-7-(3-chloro-4-fluorophenyl)-7-hydroxy-3,4,6,8,9,9a-hexahydro-1H-pyrido[1,2-a]pyrazin-2-yl]-[2-chloro-3-(1,2,4-thiadiazol-3-yl)phenyl]methanone